C(C)(C)N1C(=C(C=2C1=NC=CN2)C(=O)N2CC(CCC2)COC2=C(C=CC=C2)C)C2=CC=CC=C2 (5-Isopropyl-6-phenyl-5H-pyrrolo[2,3-b]pyrazin-7-yl)(3-((o-tolyloxy)methyl)piperidin-1-yl)methanone